1,1,1,3,3,3-hexafluoro-2-propyl-lithium sulfate S(=O)(=O)(O)O.FC(C(C(F)(F)F)[Li])(F)F